DL-aspartic acid potassium salt [K+].N[C@@H](CC(=O)[O-])C(=O)[O-].[K+] |r|